C(C)(C)(C)OC(=O)N1C(C2=CC=CC(=C2C1NC1=NC=C(C=C1)N1CCN(CC1)C)C1=CC=NC=C1)=O ((5-(4-methylpiperazin-1-yl)pyridin-2-yl)amino)-1-oxo-4-(pyridin-4-yl)isoindoline-2-carboxylic acid tert-butyl ester